(S)-7-(1-(5-(2-(1-Aminocyclopropyl)ethyl)-2-oxooxazol-3(2H)-yl)ethyl)-3-(3-fluoro-4-((methylsulfonyl)methyl)phenyl)-1H-indole-2-carboxylic acid NC1(CC1)CCC1=CN(C(O1)=O)[C@@H](C)C=1C=CC=C2C(=C(NC12)C(=O)O)C1=CC(=C(C=C1)CS(=O)(=O)C)F